3-[4-(1,1-dideuterioprop-2-ynyl)-7-fluoro-3-oxo-spiro[1,4-benzoxazine-2,1-cyclopropane]-6-yl]-6-(trifluoromethyl)-1H-pyrimidine-2,4-dione [2H]C(C#C)([2H])N1C(C2(CC2)OC2=C1C=C(C(=C2)F)N2C(NC(=CC2=O)C(F)(F)F)=O)=O